CC1(CC1)C1=NOC(=N1)C(=O)NC(CCC=CC(=O)[O-])C=O 6-(3-(1-methylcyclopropyl)-1,2,4-oxadiazole-5-carboxamido)-7-oxohept-2-enoate